ClC=1C=CC(=C(C1)C=1C=CC(=NC1)C(CC1=CC=CC=C1)NC(OC(C)(C)C)=O)N1N=NN=C1 tert-butyl (1-(5-(5-chloro-2-(1H-tetrazol-1-yl)phenyl)pyridin-2-yl)-2-phenylethyl)carbamate